5-(Difluoromethyl)-4-(4-methylpiperazin-1-yl)pyridin-3-amine FC(C=1C(=C(C=NC1)N)N1CCN(CC1)C)F